[Si](C)(C)(C(C)(C)C)OCC1=C(N=NN1CC)C1=CC=C(C(=N1)C)[N+](=O)[O-] 6-(5-(((tert-butyldimethylsilyl)oxy)methyl)-1-ethyl-1H-1,2,3-triazol-4-yl)-2-methyl-3-nitropyridine